F[Co](F)(F)(F)(F)(F)(F)F octafluoro-cobalt